Phosphorus (V) chloride P(Cl)(Cl)(Cl)(Cl)Cl